CC1=NC(=CC=C1C(=O)O)OC1=CC(=CC=C1)C=1N=NN(C1)CCCCCCCCCN=[N+]=[N-].OC1=C2C(C(=COC2=CC(=C1O)O)C1=CC(=C(C=C1)O)O)=O 5,6,7,3',4'-pentahydroxyisoflavone methyl-6-[3-[1-(9-azidononyl)triazol-4-yl]phenoxy]pyridine-3-carboxylate